1,3,5-tri(carbazol-9-yl)benzene C1=CC=CC=2C3=CC=CC=C3N(C12)C1=CC(=CC(=C1)N1C2=CC=CC=C2C=2C=CC=CC12)N1C2=CC=CC=C2C=2C=CC=CC12